C(C)OC(CNC=1C(=NC=NC1Cl)Cl)=O 2-((4,6-dichloropyrimidin-5-yl)amino)acetic acid ethyl ester